zirconium(IV) methacrylate C(C(=C)C)(=O)[O-].[Zr+4].C(C(=C)C)(=O)[O-].C(C(=C)C)(=O)[O-].C(C(=C)C)(=O)[O-]